acryloxynonyldiiodomethylsilane C(C=C)(=O)OCCCCCCCCC[SiH2]C(I)I